The molecule is a hexaric acid resulting from formal oxidative ring cleavage of allose. It is a conjugate acid of an allarate(1-). [C@@H]([C@@H]([C@@H](C(=O)O)O)O)([C@H](C(=O)O)O)O